11-(4-((1-(tert-butyl)-3-((1S,3R)-3-((isopropylcarbamoyl)oxy)cyclopentyl)-1H-pyrazol-5-yl)carbamoyl)-1H-pyrazol-1-yl)undecyl 4-methylbenzenesulfonate CC1=CC=C(C=C1)S(=O)(=O)OCCCCCCCCCCCN1N=CC(=C1)C(NC1=CC(=NN1C(C)(C)C)[C@@H]1C[C@@H](CC1)OC(NC(C)C)=O)=O